CC1=CC(NC=2C3=C(C(=CC12)NC(=O)C=1C=C2C(=NC1N1CCOCC1)COC2)CCO3)=O N-(6-methyl-8-oxo-3,9-dihydro-2H-furo[3,2-h]quinolin-4-yl)-2-morpholino-5,7-dihydrofuro[3,4-b]pyridine-3-carboxamide